C(CCC)(=O)OCCC(CCC=C(C)C)C 3,7-dimethyl-6-octenol butyrate